NC1=CC(NN1C1COC(CC1)CO)(C#N)C1=CC=C(C=C1)Br 5-amino-3-(4-bromophenyl)-1-(6-(hydroxymethyl)tetrahydro-2H-pyran-3-yl)-1H-pyrazole-carbonitrile